(2-((2-(3-(2-bromo-6-methoxypyridin-3-yl)-6-fluoro-4-oxo-7-(trifluoromethyl)-3,4-dihydroquinazolin-1(2H)-yl)-5-fluorobenzyl)oxy)ethyl)-carbamic acid tert-butyl ester C(C)(C)(C)OC(NCCOCC1=C(C=CC(=C1)F)N1CN(C(C2=CC(=C(C=C12)C(F)(F)F)F)=O)C=1C(=NC(=CC1)OC)Br)=O